tert-butyl (S)-4-(5-cyano-3-((8-cyano-4-(cyclopropyl(4-methoxybenzyl)amino)pyrazolo[1,5-a][1,3,5]triazin-2-yl)amino)-2-(difluoromethoxy)phenyl)-3-methylpiperazine-1-carboxylate C(#N)C=1C=C(C(=C(C1)N1[C@H](CN(CC1)C(=O)OC(C)(C)C)C)OC(F)F)NC1=NC=2N(C(=N1)N(CC1=CC=C(C=C1)OC)C1CC1)N=CC2C#N